C1(CC1)CONC(=O)C=1N=CC=2N(C1NC1=C(C=C(C=C1)I)F)C=NC2 N-(Cyclopropylmethoxy)-5-(2-fluoro-4-iodophenylamino)imidazo[1,5-a]pyrazine-6-carboxamide